Ethyl (S)-3-((tert-butoxycarbonyl)amino)-4,4-difluorocyclohex-1-ene-1-carboxylate C(C)(C)(C)OC(=O)N[C@H]1C=C(CCC1(F)F)C(=O)OCC